mono(tris(1-phenylethyl)-phenyl) ether C1(=CC=CC=C1)C(C)C1=C(C(=C(C=C1)OC1=C(C(=C(C=C1)C(C)C1=CC=CC=C1)C(C)C1=CC=CC=C1)C(C)C1=CC=CC=C1)C(C)C1=CC=CC=C1)C(C)C1=CC=CC=C1